(R)-2-(5-fluoro-2-methoxyphenyl)pyrrolidine FC=1C=CC(=C(C1)[C@@H]1NCCC1)OC